Eicosanyl palmitate C(CCCCCCCCCCCCCCC)(=O)OCCCCCCCCCCCCCCCCCCCC